FC(OC=1C=NC(=NC1)C=1C=C2C=CN(C(C2=C(C1F)F)=O)CCC[C@H](C)NC=1C=NNC(C1C(F)(F)F)=O)F 6-[5-(difluoromethoxy)pyrimidin-2-yl]-7,8-difluoro-2-[(4S)-4-[[6-oxo-5-(trifluoromethyl)-1H-pyridazin-4-yl]amino]pentyl]isoquinolin-1-one